C[Si](C(C(CN=[N+]=[N-])O)OCC#C)(C)C 1-trimethylsilylpropargyloxy-3-azido-2-propanol